NC=1C=C(C=CC1)S(=O)(=O)NC1=NC=C(C(=N1)OC1=CC=CC=C1)Br 3-amino-N-(5-bromo-4-phenoxy-pyrimidin-2-yl)benzenesulfonamide